(3-(2,2-difluoroethyl)piperidin-3-yl)carbamic acid tert-butyl ester C(C)(C)(C)OC(NC1(CNCCC1)CC(F)F)=O